undecyl-1,4-benzoquinone C(CCCCCCCCCC)C=1C(C=CC(C1)=O)=O